bromo-6-fluoropyridin-3-amine BrC1=NC(=CC=C1N)F